BrC1=CC=2C(C3=CC=CC=C3C2C=C1)(C)C 2-bromo-9,9-dimethyl-fluorene